COC1=CC=C(C=C1)C(C1=CC=CC=C1)=O 4'-methoxybenzophenone